CC1=C(OC2=C(C1=O)C=C(C=C2[C@@H](C)NC2=C(C=O)C=CC=C2)C)C=2C=NC=CC2 2-[[(1R)-1-[3,6-dimethyl-4-oxo-2-(3-pyridinyl)benzopyran-8-yl]ethyl]amino]benzaldehyde